C1(CC1)C1=NC=NC(=C1C=1N=CC2=C(NC3=CC(=CC=C23)N(S(=O)(=O)C)COCC[Si](C)(C)C)N1)OC N-(2-(4-cyclopropyl-6-methoxypyrimidin-5-yl)-9H-pyrimido[4,5-b]indole-7-yl)-N-((2-(trimethylsilyl)ethoxy)methyl)methanesulfonamide